C1(=CC=CC2=CC=CC=C12)[Si](CCC1C2C=CC(C1)C2)(C2=CC=CC1=CC=CC=C21)C2=CC=CC1=CC=CC=C21 5-(2-trinaphthylsilylethyl)-2-norbornene